CC1=C(C=C(C=C1)C)CC(=O)NN (2,5-dimethylphenyl)acethydrazide